3-(((1-methyl-1H-1,2,4-triazol-3-yl)methyl)amino)-4-(((5-(5-(trifluoromethyl)-1,2,4-oxadiazol-3-yl)pyridin-2-yl)methyl)amino)cyclobut-3-ene-1,2-dione CN1N=C(N=C1)CNC=1C(C(C1NCC1=NC=C(C=C1)C1=NOC(=N1)C(F)(F)F)=O)=O